2-(4-(2-(3-fluoropyrrolidin-1-yl)ethoxy)phenyl)ethylamine FC1CN(CC1)CCOC1=CC=C(C=C1)CCN